3-[2,2-bis[2-(2-sulfanylethoxy)ethoxymethyl]-3-(2-sulfanylethylperoxy)propoxy]propane-1-thiol SCCOCCOCC(COCCCS)(COOCCS)COCCOCCS